1,3-bis(3-aminophenoxy)benzidine NC=1C=C(OC2(CC(=C(N)C=C2)OC2=CC(=CC=C2)N)C2=CC=C(N)C=C2)C=CC1